ClC1=C(C(=NN1C1OCCCC1)CC)[N+](=O)[O-] 5-chloro-3-ethyl-4-nitro-1-tetrahydropyran-2-yl-pyrazole